C(#N)C[C@@H]1C[C@H](CC1)C#N (1S,3S)-3-(cyanomethyl)cyclopentanecarbonitrile